3-bromo-2-cyanopyridin-5-yl 3-azido-4,6-diacetyl-3-deoxy-2-O-methyl-1-thio-D-galactopyranoside N(=[N+]=[N-])[C@@H]1[C@H](C(SC=2C=C(C(=NC2)C#N)Br)O[C@@H]([C@@]1(O)C(C)=O)C(O)C(C)=O)OC